FC(C1CC2(CN(C2)C(=O)N2CC3(C2)CC(C3)C3=NC(=NN3)C3(CC3)O)C1)(C=1N=NC(=CC1)C(F)(F)F)F [6-[difluoro-[6-(trifluoromethyl)pyridazin-3-yl]methyl]-2-azaspiro[3.3]heptan-2-yl]-[6-[3-(1-hydroxycyclopropyl)-1H-1,2,4-triazol-5-yl]-2-azaspiro[3.3]heptan-2-yl]methanone